2-[4-(3-chloro-2-piperazin-1-yl-6-quinolinyl)triazol-1-yl]ethanamine dihydrochloride Cl.Cl.ClC=1C(=NC2=CC=C(C=C2C1)C=1N=NN(C1)CCN)N1CCNCC1